NC1=C(C(=NC=2N1N=C(C2CC)C)NCCC2=NN(C=C2)C2COCC2CO)C#N (+)-7-amino-3-ethyl-5-((2-(1-(4-(hydroxymethyl)tetrahydrofuran-3-yl)-1H-pyrazol-3-yl)ethyl)amino)-2-methyl-pyrazolo[1,5-a]pyrimidine-6-carbonitrile